6-(5-amino-6-methoxypyridine-3-yl)pyridin NC=1C=C(C=NC1OC)C1=CC=CC=N1